CN[C@@H](CCC(=O)O)C(=O)O N-Methyl-Glutamic acid